5-(azetidin-3-yl)-N-(5-chloro-6-(3-(trifluoromethyl)phenoxy)pyridin-3-yl)pyrrolo[2,1-f][1,2,4]triazin-4-amine N1CC(C1)C=1C=CN2N=CN=C(C21)NC=2C=NC(=C(C2)Cl)OC2=CC(=CC=C2)C(F)(F)F